C1(CC1)N1CC(N(CC1)CC1=C2C=CN(C2=C(C=C1OC)C)C(=O)OC(C)(C)C)C1=CC=C(C=C1)C(=O)OC Tert-butyl 4-((4-cyclopropyl-2-(4-(methoxycarbonyl)phenyl)piperazin-1-yl)methyl)-5-methoxy-7-methyl-1H-indole-1-carboxylate